4-(4-Cyano-5-hydroxy-[2,2']bipyridinyl-6-yl)-4-oxo-butyric acid C(#N)C1=CC(=NC(=C1O)C(CCC(=O)O)=O)C1=NC=CC=C1